CC=1C=C(NC(CCC(=O)N)C(=O)O)C=CC1C(F)(F)F 3-methyl-4-(trifluoromethyl)anilinemono-glutaric acid amide